NCC=1C=C(N(N1)CC1CC(C1)O)C(=O)N(C)C 5-(aminomethyl)-2-[(3-hydroxycyclobutyl)methyl]-N,N-dimethyl-pyrazole-3-carboxamide